4-((1-butyl-3-(4-(4-(4-(((2-(2,6-dioxopiperidin-3-yl)-1,3-dioxoisoindolin-4-yl)amino)methyl)-1H-1,2,3-triazol-1-yl)butoxy)phenyl)ureido)methyl)-N-hydroxybenzamide C(CCC)N(C(=O)NC1=CC=C(C=C1)OCCCCN1N=NC(=C1)CNC1=C2C(N(C(C2=CC=C1)=O)C1C(NC(CC1)=O)=O)=O)CC1=CC=C(C(=O)NO)C=C1